C=1C=C(NC2=CC=C3C(C12)=CC=CC=CC=CC=CC=CN=NN=N3)C(=O)N tetraazacycloheptadecino[16,17-f]quinoline-3-carboxamide